C(C)(C)(C)OC(=O)N1C(OCC1CC=C(Br)Br)(C)C 4-(3,3-dibromoprop-2-en-1-yl)-2,2-dimethyl-1,3-oxazolidine-3-carboxylic acid tert-butyl ester